CC1=NC(=NC=2N([C@H](C(NC12)=O)C)C)N[C@H]1CCC2=NN(C=C21)CC=2C=NC(=CC2)C(F)(F)F (7S)-4,7,8-trimethyl-2-(((S)-2-((6-(trifluoromethyl)pyridin-3-yl)methyl)-2,4,5,6-tetrahydrocyclopenta[C]pyrazol-4-yl)amino)-7,8-dihydropteridin-6(5H)-one